ClC1=NC=CC(=N1)C1=NN(C2=CC=CC=C12)C (2-chloropyrimidin-4-yl)-1-methyl-1H-indazole